ClC=1C=C(C=NC1N1N=CC=N1)NC(=O)C=1C=NN(C1C(F)(F)F)C1=C[N+](=CC2=CC=CC=C12)[O-] 4-(4-((5-chloro-6-(2H-1,2,3-triazol-2-yl)pyridin-3-yl)carbamoyl)-5-(trifluoromethyl)-1H-pyrazol-1-yl)isoquinoline 2-oxide